(4S)-9-amino-4-ethyl-8-fluoro-4-hydroxy-11-(((1R,5S)-6-hydroxy-3-azabicyclo[3.1.1]heptan-3-yl)methyl)-1,12-dihydro-14H-pyrano[3',4':6,7]indolizino[1,2-b]quinoline-3,14(4H)-dione NC1=CC=2C(=C3C(=NC2C=C1F)C1=CC2=C(C(N1C3)=O)COC([C@]2(O)CC)=O)CN2C[C@@H]3C([C@H](C2)C3)O